[Na+].C(CCCC)N[C@@H](CC(C)C)C(=O)[O-] pentanyl-leucine sodium salt